2,4,6-tribromo-3-(trifluoromethyl)benzonitrile BrC1=C(C#N)C(=CC(=C1C(F)(F)F)Br)Br